7,8-didehydro-4-(tetradecanoyloxy)-3,7-dimethoxy-17-methylmorphinan-6-one C(CCCCCCCCCCCCC)(=O)OC1=C(C=CC=2C[C@@H]3[C@@H]4C=C(C(C[C@@]4(C12)CCN3C)=O)OC)OC